C(C)S(=O)(=O)C=1C=C(C=CC1C1=NC2=C(C(N(C(=C2)C(F)(F)F)OC)=O)N1C)C1CC1 1-[3-ethylsulfonyl-4-[5-methoxy-3-methyl-4-oxo-6-(trifluoromethyl)imidazo[4,5-c]pyridin-2-yl]phenyl]cyclopropane